NC(C[C@@H](C)NC(C1=CC=C(C=C1)O[C@@H](CC1CCCCC1)C1=CC=C(C=C1)C1=CC=C(C=C1)C(F)(F)F)=O)=O N-((R)-4-amino-4-oxobutan-2-yl)-4-((S)-2-cyclohexyl-1-(4'-(trifluoromethyl)-[1,1'-biphenyl]-4-yl)ethoxy)benzamide